FC=1C=C2C(=NNC2=CC1OCCOC)C1=CC(=NO1)C1=CC=C(C=C1)N1C(C=CC=C1)=O 1-(4-{5-[5-Fluoro-6-(2-methoxyethoxy)-1H-indazol-3-yl]-isoxazol-3-yl}-phenyl)-1H-pyridin-2-on